C=1(C(=C(C(=C(C1[2H])[2H])[2H])C=1C=CC2=C(C1)C=1N=CN=C(C1O2)C2=C(C(=C(C=C2[2H])[2H])C2=C(C(=C(C1=C2SC2=C1C(=C(C(=C2[2H])[2H])[2H])[2H])[2H])[2H])[2H])[2H])[2H])C2=C(C(=C(C(C2([2H])[2H])[2H])C2=C(C(=C(C(=C2)[2H])[2H])[2H])[2H])[2H])[2H] 8-(1,1':4',1''-terphenyl-3-yl-2,4,5,6,2',3',5',6',2'',3'',4'',5'',6'-d13)-4-[3-(dibenzothiophen-4-yl-1,2,3,6,7,8,9-d7)phenyl-2,4,6-d3]-[1]benzofuro[3,2-d]pyrimidine